C(OCC(C)F)([O-])=O 1-fluoroethylmethyl carbonate